5-[1-({5-[5-(difluoromethyl)-1,3,4-oxadiazol-2-yl]pyridin-2-yl}methyl)-1H-1,2,3-triazol-4-yl]-2-oxo-1,2-dihydrospiro[indole-3,3'-pyrrolidine]-1'-carboxylic acid tert-butyl ester C(C)(C)(C)OC(=O)N1CC2(CC1)C(NC1=CC=C(C=C12)C=1N=NN(C1)CC1=NC=C(C=C1)C=1OC(=NN1)C(F)F)=O